(2S,5S)-5-((2S,3S)-2-{Acetyl-[2-(2-fluoro-ethoxy)-ethyl]-amino}-3-methyl-pentanoylamino)-4-oxo-1,2,4,5,6,7-hexahydro-azepino[3,2,1-hi]indole-2-carboxylic acid C(C)(=O)N([C@H](C(=O)N[C@H]1CCC=2C=CC=C3C[C@H](N(C23)C1=O)C(=O)O)[C@H](CC)C)CCOCCF